C(C)(C)(C)OC(=O)N([C@H]1CN(CC1)C=1C2=CN(N=C2C(=CC1)C(=O)OC)C)C methyl 4-[(3R)-3-[(tert-butoxycarbonyl)(methyl)amino]pyrrolidin-1-yl]-2-methylindazole-7-carboxylate